1-(3-(6-phenylquinazolin-8-yl)pyrrolidin-1-yl)Prop-2-en-1-one 2-methyl-2-nitropropyl-4-methylbenzenesulfonate CC(COS(=O)(=O)C1=CC=C(C=C1)C)(C)[N+](=O)[O-].C1(=CC=CC=C1)C=1C=C2C=NC=NC2=C(C1)C1CN(CC1)C(C=C)=O